C(C)(C)(C)OC(=O)C=1C=C(OC2=NC=C(C(=O)O)C=C2)C=CC1 6-(3-(tert-butoxycarbonyl)phenoxy)nicotinic acid